C1(=CC=CC=C1)C=C=C Phenylallene